amyl-diethyl-ethoxysilane tetrapentyl-1,2,3,4-butanetetracarboxylate C(CCCC)OC(=O)CC(C(CC(=O)OCCCCC)C(=O)OCCCCC)C(=O)OCCCCC.C(CCCC)[Si](OCC)(CC)CC